[C@H]12CN(C[C@H](CC1)N2)C2=NC(=NC1=C(C(=CC=C21)C2=CC(=CC1=CC=CC=C21)O)F)N2CC1(C2)NC(OCC1)=O 2-(4-((1R,5S)-3,8-diazabicyclo[3.2.1]octan-3-yl)-8-fluoro-7-(3-hydroxynaphthalen-1-yl)quinazolin-2-yl)-7-oxa-2,5-diazaspiro[3.5]nonan-6-one